benzyl ((3S,5S)-5-((difluoromethoxy)methyl)pyrrolidin-3-yl)carbamate FC(OC[C@@H]1C[C@@H](CN1)NC(OCC1=CC=CC=C1)=O)F